1-(1H-benzo[d]imidazol-2-yl)-3-(4-methoxyphenyl)urea N1C(=NC2=C1C=CC=C2)NC(=O)NC2=CC=C(C=C2)OC